(R)-(2-(benzofuran-3-yl)-1-(2-oxo-2-(8-oxa-3-azabicyclo[3.2.1]octan-3-yl)acetamido)ethyl)boronic acid O1C=C(C2=C1C=CC=C2)C[C@H](NC(C(N2CC1CCC(C2)O1)=O)=O)B(O)O